5-((2R,4S)-2-(2,5-difluorophenyl)-4-fluoropyrrolidin-1-yl)pyrazolo[1,5-a]pyrimidin-3-amine FC1=C(C=C(C=C1)F)[C@@H]1N(C[C@H](C1)F)C1=NC=2N(C=C1)N=CC2N